2,4,6-tributylphenyl carbamate C(N)(OC1=C(C=C(C=C1CCCC)CCCC)CCCC)=O